N-[[6-(2-cyclohexylacetyl)-6-azaspiro[2.5]octan-2-yl]methyl]-1,3-dihydropyrrolo[3,4-c]pyridine-2-carboxamide C1(CCCCC1)CC(=O)N1CCC2(C(C2)CNC(=O)N2CC=3C=NC=CC3C2)CC1